BrC=1C=CC=C2N=CC(=NC12)C=1C=NNC1 8-bromo-2-(1H-pyrazol-4-yl)quinoxaline